C1(CCC1)CN[C@H]1CN(CCC1)C1=CC(N(C=C1)C(C)N1C=NC(=C1)C=1N=C2N(C(C1)=O)C=CC=C2)=O 2-(1-(1-(4-((R)-3-((cyclobutylmethyl)amino)piperidin-1-yl)-2-oxopyridin-1(2H)-yl)ethyl)-1H-imidazol-4-yl)-4H-pyrido[1,2-a]pyrimidin-4-one